sodium 2-2-ethylhexyl-sulfonate CCC(CS(=O)(=O)[O-])CCCC.[Na+]